2-(3,4-difluorophenyl)-N-[2-(hydroxymethyl)-3-(m-tolyl)propyl]morpholine-4-carboxamide FC=1C=C(C=CC1F)C1CN(CCO1)C(=O)NCC(CC=1C=C(C=CC1)C)CO